1-[6-Phenyl-4-(6-phenylpyridin-3-yl)-2-thioxo-1,2,3,4-tetrahydropyrimidin-5-yl]ethan-1-one C1(=CC=CC=C1)C1=C(C(NC(N1)=S)C=1C=NC(=CC1)C1=CC=CC=C1)C(C)=O